4-(5-(3-((2-(3-carboxypentanoyl)-6-methoxybenzo[b]selenophen-5-yl)oxy)propoxy)-6-methoxybenzo[b]thiophen-2-yl)-2-ethyl-4-oxobutanoic acid C(=O)(O)C(CC(=O)C1=CC2=C([Se]1)C=C(C(=C2)OCCCOC2=CC1=C(SC(=C1)C(CC(C(=O)O)CC)=O)C=C2OC)OC)CC